C(C)(C)NC(OC1CC(C1)C1=NN(C(=C1)NC1=NC=CC2=C1CCS2(=O)=O)C(C)(C)C)=O (1s,3s)-3-(1-(tert-butyl)-5-((1,1-dioxido-2,3-dihydrothieno[3,2-c]pyridin-4-yl)amino)-1H-pyrazol-3-yl)cyclobutyl isopropylcarbamate